tert-butyl (2R,3S,4S)-3-(acetyloxy)-4-[(tert-butoxycarbonyl)oxy]-2-[(4-propoxyphenyl)methyl]pyrrolidine-1-carboxylate C(C)(=O)O[C@H]1[C@H](N(C[C@@H]1OC(=O)OC(C)(C)C)C(=O)OC(C)(C)C)CC1=CC=C(C=C1)OCCC